FC=1C=C(C=CC1)[C@@H]1N(CCC1)C=1C=CC=2N(N1)C(=CN2)C2=CC=CC(=N2)N2CCN(CC2)CCC#CC=2C=C1C=CN(C1=CC2)C2C(NC(CC2)=O)=O 3-(5-(4-(4-(6-(6-((R)-2-(3-fluorophenyl)pyrrolidin-1-yl)imidazo[1,2-b]pyridazin-3-yl)pyridin-2-yl)piperazin-1-yl)but-1-yn-1-yl)-1H-indol-1-yl)piperidine-2,6-dione